(oxiranyl-2-ylmethyl)-9H-carbazole O1C(C1)=CC1=CC=CC=2C3=CC=CC=C3NC12